L-arginyl-β-alanine-N-palmitoyl-N-oleyl-amide C(CCCCCCCCCCCCCCC)(=O)N(C(CCNC([C@@H](N)CCCNC(N)=N)=O)=O)CCCCCCCC\C=C/CCCCCCCC